6-(2-fluorophenyl)-8-methyl-4H-pyrazolo[1,5-a][1,4]benzodiazepine FC1=C(C=CC=C1)C1=NCC=2N(C3=C1C=C(C=C3)C)N=CC2